CN(C)CC1=C(C=C(C=C1OC)OC)[Pd] {2-[(dimethylamino)methyl]-3,5-dimethoxyphenyl}palladium